F[C@H]1CN(CC[C@@H]1NC(=O)C1(CC1)CC1=C(C=C(C=C1)F)C)C(=O)OC(C)(C)C tert-butyl (3S,4S)-3-fluoro-4-(1-(4-fluoro-2-methylbenzyl)cyclopropane-1-carboxamido)piperidine-1-carboxylate